NC1=C(C=NN1CC1CCCCC1)C(=O)N1C[C@@]2(CCC1)C1=C(NC(O2)=O)C=CC(=C1F)Cl (R)-1'-(5-Amino-1-(cyclohexylmethyl)-1H-pyrazole-4-carbonyl)-6-chloro-5-fluorospiro[benzo[d][1,3]oxazine-4,3'-piperidin]-2(1H)-one